FC1=C(C=C(C(=C1)C)F)CC=1C=2N(C=C(N1)C1=NC(=C(C(=N1)O)F)COC)C=CN2 2-{8-[(2,5-difluoro-4-methylphenyl)methyl]imidazo[1,2-a]pyrazin-6-yl}-5-fluoro-6-(methoxymethyl)pyrimidin-4-ol